FC1=C(CONC(=O)C2=NC(=CN=C2)C2=CC=C(C=C2)OC)C=C(C=C1)OC N-((2-fluoro-5-methoxybenzyl)oxy)-6-(4-methoxyphenyl)pyrazine-2-carboxamide